IC=1C=C(C=CC1C)C1=C(C(=O)N)C=CC=C1C(F)(F)F 3-iodo-4-methylphenyl-3-(trifluoromethyl)benzamide